NC1=C(C=C(C=C1C#N)C1=CC=CC=2N=C(SC21)N)C2=C(C(=CC=C2C)O)C 2-amino-5-(2-aminobenzo[d]thiazol-7-yl)-3'-hydroxy-2',6'-dimethyl-[1,1'-biphenyl]-3-carbonitrile